NC1=NC=2C=NC(=CC2C2=C1[C@H](OC2)C)C(=O)N([C@@H](COC)C)CC=2N=NC(=CC2)Cl (3R)-4-amino-N-((6-chloro-3-pyridazinyl)methyl)-N-((2R)-1-methoxy-2-propanyl)-3-methyl-1,3-dihydrofuro[3,4-c][1,7]naphthyridine-8-carboxamide